[4-(6-Amino-pyridazin-3-yl)-piperidin-1-yl]-(4-methoxy-6'-trifluoromethyl-[3,3']bipyridinyl-6-yl)-methanone NC1=CC=C(N=N1)C1CCN(CC1)C(=O)C1=CC(=C(C=N1)C=1C=NC(=CC1)C(F)(F)F)OC